CC1C(CC(CC1)C)O 2,5-dimethyl-cyclohexanol